2-(3-methyl-2-(4-(2-methyl-3-(3-morpholino-propoxy)phenyl)indoline-1-carbonyl)-3,4,6,7-tetrahydro-5H-imidazo[4,5-c]pyridin-5-yl)acetic acid CN1C(=NC2=C1CN(CC2)CC(=O)O)C(=O)N2CCC1=C(C=CC=C21)C2=C(C(=CC=C2)OCCCN2CCOCC2)C